C(C1=CC=CC=C1)OC(=O)N1[C@H]2[C@H](N(C[C@@H]1CC2)C=2C1=C(N=C(N2)Cl)C(=C(N=C1Cl)Cl)F)CCO[Si](C)(C)C(C)(C)C (1R,2R,5S)-benzyl-2-(2-((tert-butyldimethylsilyl)oxy)ethyl)-3-(2,5,7-trichloro-8-Fluoropyrido[4,3-d]pyrimidin-4-yl)-3,8-diazabicyclo[3.2.1]octane-8-carboxylate